4-(5-((E)-3-(1,3-dioxoisoindolin-2-yl)prop-1-en-1-yl)-3-(2-((2R)-2-hydroxy-7-azabicyclo[2.2.1]heptan-7-yl)acetyl)-2-methyl-1H-pyrrol-1-yl)benzonitrile O=C1N(C(C2=CC=CC=C12)=O)C/C=C/C1=CC(=C(N1C1=CC=C(C#N)C=C1)C)C(CN1C2[C@@H](CC1CC2)O)=O